tert-butyl 1-(2-amino-4-(trifluoromethyl)benzyl)-1,8-diazaspiro[4.5]decane-8-carboxylate NC1=C(CN2CCCC23CCN(CC3)C(=O)OC(C)(C)C)C=CC(=C1)C(F)(F)F